C(C)C1=C(C(=CC=C1)CC)N1C(=NCC(=C1O)CC1=CC(=C(C=C1)C1=C(C(=NC=C1)F)C)F)C1=NN(C=C1)CC 1-(2,6-diethylphenyl)-2-(1-ethyl-1H-pyrazol-3-yl)-5-{[3-fluoro-4-(2-fluoro-3-methylpyridin-4-yl)phenyl]methyl}-6-hydroxy-1,4-dihydropyrimidin